C(C1=CC=CC=C1)=N Toluenimine